6-(1H-imidazol-1-yl)pyridazine-3-carboxylic acid ethyl ester C(C)OC(=O)C=1N=NC(=CC1)N1C=NC=C1